3-oxo-4-(thiophen-2-ylmethyl)-3,4-dihydro-2H-benzo[b][1,4]thiazine-7-carboxylic acid O=C1N(C2=C(SC1)C=C(C=C2)C(=O)O)CC=2SC=CC2